1-(s-glutathionyl)-2,4-dinitrobenzene C1=CC(=C(C=C1[N+](=O)[O-])[N+](=O)[O-])SC[C@@H](C(=O)NCC(=O)O)NC(=O)CC[C@@H](C(=O)O)N